[N+](=O)([O-])C1=C(C=C(C=C1)C1=CC=CC=C1)C(C(=O)N)=C 2-(4-nitro-[1,1'-biphenyl]-3-yl)propenamide